O[C@H]1CC(=O)OC1 (S)-β-hydroxy-γ-butyrolactone